C(C)(C)(C)OC(=O)N1CCC(CC1)OC=1C=C2C(N(C(C2=CC1)=O)C1C(NC(CC1)=O)=O)=O 4-[2-(2,6-dioxopiperidin-3-yl)-1,3-dioxoisoindol-5-yl]oxy-piperidine-1-carboxylic acid tert-butyl ester